methanone tert-butyl-(3aR,5s,6aS)-5-((6-(2-(trifluoromethyl)pyridin-3-yl)pyridazin-3-yl)amino)hexahydrocyclopenta[c]pyrrole-2(1H)-carboxylate C(C)(C)(C)OC(=O)N1C[C@@H]2[C@H](C1)CC(C2)NC=2N=NC(=CC2)C=2C(=NC=CC2)C(F)(F)F.C=O